1,1-difluoro-3-isocyanocyclobutane FC1(CC(C1)[N+]#[C-])F